tert-butyl (S)-3-(4-(methoxycarbonyl)phenoxy)pyrrolidine-1-carboxylate COC(=O)C1=CC=C(O[C@@H]2CN(CC2)C(=O)OC(C)(C)C)C=C1